tert-butyl (4-(4-(difluoromethyl)thiazol-5-yl)benzyl)carbamate FC(C=1N=CSC1C1=CC=C(CNC(OC(C)(C)C)=O)C=C1)F